FC=1C(=NC(=NC1)NC1=CC=C(C=C1)NC(=O)NC1=CC=CC=C1)C=1C=NN(C1)C 1-(4-{[5-fluoro-4-(1-methylpyrazol-4-yl)pyrimidin-2-yl]amino}phenyl)-3-phenylurea